F[B-](F)(F)F.F[B-](F)(F)F.F[B-](F)(F)F.F[B-](F)(F)F.C[N+]1=C(NC2=C1C=1C=CC(=CC1C1=CC(=CC=C12)C1=[N+](C=CC=C1)C)C1=[N+](C=CC=C1)C)C1=CC=C(C=C1)C1=CC=[N+](C=C1)C 3-methyl-2-(4-(1-methylpyridin-1-ium-4-yl)phenyl)-1H-phenanthro[9,10-d]Imidazol-3-ium-6,9-diyl-bis(1-methylpyridin-1-ium) tetrakis(tetrafluoroborate)